N-cyclohexyl-2-benzothiazolesulfonamide C1(CCCCC1)NS(=O)(=O)C=1SC2=C(N1)C=CC=C2